OB1O[C@@H](CC[C@@H]1NC(CCN1C(=NC2=C1C=CC=C2)C)=O)CC(=O)O 2-((3R,6S)-2-hydroxy-3-(3-(2-methyl-1H-benzo[d]imidazol-1-yl)propanamido)-1,2-oxaborinan-6-yl)acetic acid